[N+](=O)([O-])N([C@@H](CCCNC(N)=N)C(=O)O)C(=O)OC(C)(C)C nitro-N2-(t-butoxycarbonyl)-L-arginine